[N+](=O)([O-])[Rh]([N+](=O)[O-])([N+](=O)[O-])([N+](=O)[O-])([N+](=O)[O-])[N+](=O)[O-] hexanitrorhodium